N-(2-chloro-4-(trifluoromethyl)phenyl)-2-(6-ethyl-7-(4-(5-hydroxy-6-methylpyrimidine-4-carbonyl)piperazin-1-yl)-2-methoxy-3-methyl-8-oxopyrido[2,3-b]pyrazin-5(8H)-yl)acetamide ClC1=C(C=CC(=C1)C(F)(F)F)NC(CN1C(=C(C(C=2C1=NC(=C(N2)OC)C)=O)N2CCN(CC2)C(=O)C2=NC=NC(=C2O)C)CC)=O